C(C)[C@]1(C(OCC=2C(N3CC=4C(=NC=5C=C(C(=C6C5C4[C@H](CC6)NC(C[C@H](C)O)=O)C)F)C3=CC21)=O)=O)O (S)-N-((1S,9S)-9-ethyl-5-fluoro-9-hydroxy-4-methyl-10,13-dioxo-2,3,9,10,13,15-hexahydro-1H,12H-benzo[de]pyrano[3',4':6,7]indolizino[1,2-b]quinolin-1-yl)-3-hydroxybutanamide